(1S,3'R,4'S,5'S,6'R)-5-Chloro-6-((5-(2-ethoxyethyl)thiophen-2-yl)methyl)-6'-methyl-3',4',5',6'-tetrahydro-3H-spiro[isobenzofuran-1,2'-pyran]-3',4',5'-triol ClC=1C=C2CO[C@]3(O[C@@H]([C@H]([C@@H]([C@H]3O)O)O)C)C2=CC1CC=1SC(=CC1)CCOCC